3-Iodo-6,6-dimethyl-1-((2-(trimethylsilyl)ethoxy)methyl)-4,5,6,7-tetrahydro-1H-indazole IC1=NN(C=2CC(CCC12)(C)C)COCC[Si](C)(C)C